2,6-Bis(benzyloxy)-6'-(4-(dimethoxymethyl)piperidin-1-yl)-3,3'-bipyridine C(C1=CC=CC=C1)OC1=NC(=CC=C1C=1C=NC(=CC1)N1CCC(CC1)C(OC)OC)OCC1=CC=CC=C1